1-aminopropane-1,2,3-tricarboxylic acid NC(C(CC(=O)O)C(=O)O)C(=O)O